C12(C(=O)CC(CC1)C2(C)C)CS(=O)(=O)[O-].C2(CCCCC2)C2=CC=C(C=C2)[S+](C2=CC=CC=C2)C2=CC=CC=C2 4-cyclohexylphenyl-Diphenylsulfonium camphorsulfonate